2-hydroxyl-3-fluorobenzonitrile OC1=C(C#N)C=CC=C1F